2-((4-(4-chlorophenyl)piperazin-1-yl)(6-methylpyridin-3-yl)methyl)phenol ClC1=CC=C(C=C1)N1CCN(CC1)C(C1=C(C=CC=C1)O)C=1C=NC(=CC1)C